Diethyl (11-(1,3-Dioxoisoindolin-2-yl)undecyl)phosphonate O=C1N(C(C2=CC=CC=C12)=O)CCCCCCCCCCCP(OCC)(OCC)=O